C(CCC)[Sn](Cl)(Cl)Cl Butyltin trichloride